3-(1-(3-chloro-4-((3,5-difluoropyridin-2-yl)methoxy-d2)-5',6-dimethyl-2-carbonyl-2H-[1,4'-bipyridin]-2'-yl)-1H-pyrazol-3-yl)-3-methylbutyronitrile ClC=1C(N(C(=CC1OC([2H])([2H])C1=NC=C(C=C1F)F)C)C1=CC(=NC=C1C)N1N=C(C=C1)C(CC#N)(C)C)=C=O